(P)-N-(isoxazol-3-yl)-1-(2-methoxy-4-(2-(trifluoromethyl)cyclopropyl)phenyl)-N-(4-methoxybenzyl)-2-oxo-1,2-dihydroquinoline-6-sulfonamide O1N=C(C=C1)N(S(=O)(=O)C=1C=C2C=CC(N(C2=CC1)C1=C(C=C(C=C1)C1C(C1)C(F)(F)F)OC)=O)CC1=CC=C(C=C1)OC